t-butyl (2-(3,5-dichloro-4-((5-isopropyl-4-methyl-6-oxo-1,6-dihydropyridin-3-yl)oxy)phenyl)-3,5-dioxo-2,3,4,5-tetrahydro-1,2,4-triazin-6-yl)carbamate ClC=1C=C(C=C(C1OC1=CNC(C(=C1C)C(C)C)=O)Cl)N1N=C(C(NC1=O)=O)NC(OC(C)(C)C)=O